N1=C(C=CC=C1)[C@@H](C)NC(=O)[C@@H]1CN(CC[C@H]1NC(=O)C=1N=NN(C1)C1=C(C=C(C=C1)F)F)C1CCCCC1 (3R,4R)-1-Cyclohexyl-4-{[1-(2,4-difluoro-phenyl)-1H-[1,2,3]triazole-4-carbonyl]-amino}-piperidine-3-carboxylic acid ((R)-1-pyridin-2-yl-ethyl)-amide